(R)-1-((8-((2-Chloro-3'-(5-(2-(3-hydroxyazetidin-1-yl)acetyl)-5,6-dihydro-4H-pyrrolo[3,4-d]thiazol-2-yl)-2'-methyl-[1,1'-biphenyl]-3-yl)amino)-1,7-naphthyridin-3-yl)methyl)pyrrolidin ClC1=C(C=CC=C1NC=1N=CC=C2C=C(C=NC12)CN1CCCC1)C1=C(C(=CC=C1)C=1SC2=C(N1)CN(C2)C(CN2CC(C2)O)=O)C